FC(C)(F)F.C(C)C1=C2C=CC(=CC2=CC=C1)O 5-ethylnaphthalen-2-ol 2,2,2-trifluoroethane salt